C(C)(C)(C)N1CC(C(CC1)C1=C(C=C(C(=C1)Cl)Br)F)(F)F tert-butyl-4-(4-bromo-5-chloro-2-fluorophenyl)-3,3-difluoropiperidine